N-(5-(4-(difluoromethoxy)phenyl)-2-fluoropyridin-3-yl)-2-((2R,6S)-2,6-dimethylmorpholino)pyrimidin-4-amine FC(OC1=CC=C(C=C1)C=1C=C(C(=NC1)F)NC1=NC(=NC=C1)N1C[C@H](O[C@H](C1)C)C)F